[C@@H]1(CS[C@@H](CO)O1)N1C(=O)N=C(N)C=C1 dideoxy-3'-thiacytidine